14-triacontenic acid C(CCCCCCCCCCCCC=CCCCCCCCCCCCCCCC)(=O)O